1,3,5-tris(allyloxy)adamantane tert-butyl-(S)-1-(methyl(m-tolyl)carbamoyl)isoindoline-2-carboxylate C(C)(C)(C)OC(=O)N1[C@@H](C2=CC=CC=C2C1)C(N(C=1C=C(C=CC1)C)C)=O.C(C=C)OC12CC3(CC(CC(C1)C3)(C2)OCC=C)OCC=C